C(=O)(OCC1C2=CC=CC=C2C2=CC=CC=C12)N[C@@](CC1=CC=CC=C1)(C(=O)O)C Fmoc-alpha-methyl-L-phenylalanine